((3S)-5-(2-methylphenyl)-2-oxo-2,3-dihydro-1H-1,4-benzodiazepin-3-yl)-2,3-bis(3,3,3-trifluoropropyl)succinamide CC1=C(C=CC=C1)C1=N[C@H](C(NC2=C1C=CC=C2)=O)C(C(=O)N)(C(C(=O)N)CCC(F)(F)F)CCC(F)(F)F